benzoylarginine-4-nitroanilide [N+](=O)([O-])C1=CC=C(NC([C@@H](NC(C2=CC=CC=C2)=O)CCCNC(N)=N)=O)C=C1